C(C)(=O)OC[C@H]1CN(CCN1C1=NC=C(C(=C1Br)C)C(F)(F)F)C(=O)OC(C)(C)C T-butyl (R)-3-(acetyloxymethyl)-4-(3-bromo-4-methyl-5-(trifluoromethyl)pyridin-2-yl)piperazin-1-carboxylate